iodanyl acetate C(C)(=O)OI